carbon lauric acid C(CCCCCCCCCCC)(=O)O.[C]